N-(1-cyclopropyl-3-(3,3-difluorocyclobutyl)-4-methyl-1H-pyrazol-5-yl)-2-(1-(trifluoromethyl)cyclobutyl)acetamide C1(CC1)N1N=C(C(=C1NC(CC1(CCC1)C(F)(F)F)=O)C)C1CC(C1)(F)F